methyl-2-aminoacetate HCl salt Cl.COC(CN)=O